(1S,2S)-N-[3-(3,5-dimethoxypyridazin-4-yl)-1-{[2-(trimethylsilyl)ethoxy]methyl}pyrrolo[2,3-b]pyridin-6-yl]-2-fluorocyclopropane-1-carboxamide COC=1N=NC=C(C1C1=CN(C2=NC(=CC=C21)NC(=O)[C@H]2[C@H](C2)F)COCC[Si](C)(C)C)OC